4-bromo-2,6-diformylpyridine BrC1=CC(=NC(=C1)C=O)C=O